4,4-bis(3-aminophenoxy)benzene NC=1C=C(OC2(CC=CC=C2)OC2=CC(=CC=C2)N)C=CC1